C1N(CC12COCCC2)C2CCC(CC2)NC=2C=1C=C(N(C1C=CC2)CC(F)(F)F)C#CCNC2=C(C=C(C=C2)S(=O)(=O)C)OC N-((1S,4S)-4-(6-oxa-2-azaspiro[3.5]nonan-2-yl)cyclohexyl)-2-(3-((2-methoxy-4-(methyl-sulfonyl)phenyl)amino)prop-1-yn-1-yl)-1-(2,2,2-trifluoroethyl)-1H-indol-4-amine